2-propylmercapto-5-(2-nitrophenyl)-5,6-dihydropyrido[2,3-d]pyrimidine-4,7(3H,8H)-dione C(CC)SC=1NC(C2=C(N1)NC(CC2C2=C(C=CC=C2)[N+](=O)[O-])=O)=O